3,3-difluoro-propan-1-ol FC(CCO)F